2-(6-(4-chloro-1-((3'-cyano-[1,1'-biphenyl]-4-yl)methyl)-1H-indazole-7-carboxamido)spiro[3.3]heptan-2-yl)acetic acid ClC1=C2C=NN(C2=C(C=C1)C(=O)NC1CC2(CC(C2)CC(=O)O)C1)CC1=CC=C(C=C1)C1=CC(=CC=C1)C#N